trans-2-Chloro-5-(2,2-dichloro-3-(3,5-dichlorophenyl)cyclopropane-1-carboxamido)-N-(4-fluorophenyl)-N-(2,2,2-trifluoroethyl)benzamide ClC1=C(C(=O)N(CC(F)(F)F)C2=CC=C(C=C2)F)C=C(C=C1)NC(=O)[C@@H]1C([C@H]1C1=CC(=CC(=C1)Cl)Cl)(Cl)Cl